BrCC(=O)C1=CC=NC2=CC=C(N=C12)OC 2-bromo-1-(6-methoxy-1,5-naphthyridin-4-yl)ethanone